NC(CCCCCN)C1(NC(C2=NC=NC2=N1)=O)N 2-(1,6-diaminohexanyl)guanine